N-[3-(N,N-didodecylamino)-4-methoxyphenyl]acetamide C(CCCCCCCCCCC)N(CCCCCCCCCCCC)C=1C=C(C=CC1OC)NC(C)=O